6-(4-fluoro-3-methyl-phenyl)-3-methyl-1-(2-oxobutyl)imidazo[4,5-b]pyridin-2-one FC1=C(C=C(C=C1)C=1C=C2C(=NC1)N(C(N2CC(CC)=O)=O)C)C